(4-hydroxyphenyl)-[1,1'-biphenyl] OC1=CC=C(C=C1)C1=C(C=CC=C1)C1=CC=CC=C1